(5'-fluoro-6-methoxy-6'-oxo-1',6'-dihydro-[2,3'-bipyridin]-5-yl)-4-methyl-1-phenyl-1H-1,2,3-triazole-5-carboxamide FC1=CC(=CNC1=O)C1=NC(=C(C=C1)NC(=O)C1=C(N=NN1C1=CC=CC=C1)C)OC